ALLYL 2-PHENOXYACETATE O(C1=CC=CC=C1)CC(=O)OCC=C